4-(((2-(dimethylamino)ethyl)amino)methylene)-3,5-dioxo-N-phenylcyclohexane-1-carboxamide CN(CCNC=C1C(CC(CC1=O)C(=O)NC1=CC=CC=C1)=O)C